C(CCC)N1C=NC=C1 1-N-butyl-imidazole